1-(1-((5-(4-(but-3-en-1-yn-1-yl)phenyl)isoxazol-3-yl)methyl)-1H-imidazol-2-yl)ethan-1-ol C(#CC=C)C1=CC=C(C=C1)C1=CC(=NO1)CN1C(=NC=C1)C(C)O